C(C1=CC=CC=C1)N1CC=2N=C3N(CCN=C3)C2CC1 2-Benzyl-1,2,3,4,6,7-hexahydropyrido[3',4':4,5]imidazo[1,2-a]pyrazine